(S)-2-((2-hydroxy-1-phenylethyl)amino)acetonitrile OC[C@H](C1=CC=CC=C1)NCC#N